3-(N-(5-cyano-2-(3,3-difluoropiperidin-1-yl)phenyl)sulfamoyl)-4-methoxybenzoic acid C(#N)C=1C=CC(=C(C1)NS(=O)(=O)C=1C=C(C(=O)O)C=CC1OC)N1CC(CCC1)(F)F